N-((1r,4r)-4-(3-chloro-4-cyanophenoxy)cyclohexyl)-6-(4-(4-(4-((2,6-dioxopiperidin-3-yl)amino)-2-fluorophenyl)piperazin-1-yl)piperidin-1-yl)pyridazin-3-carboxamide ClC=1C=C(OC2CCC(CC2)NC(=O)C=2N=NC(=CC2)N2CCC(CC2)N2CCN(CC2)C2=C(C=C(C=C2)NC2C(NC(CC2)=O)=O)F)C=CC1C#N